[6-fluoro-4-(trifluoromethylsulfonyloxy)-5-(2-triisopropylsilylethynyl)-2-naphthyl] trifluoromethanesulfonate FC(S(=O)(=O)OC1=CC2=CC=C(C(=C2C(=C1)OS(=O)(=O)C(F)(F)F)C#C[Si](C(C)C)(C(C)C)C(C)C)F)(F)F